ClC=1C(=NC=C(C1)NC(=O)C=1C=NN(C1C(F)(F)F)C1=C2C=CC=NC2=CC=C1)N1N=NC(=C1)C(=O)O 1-(3-chloro-5-(1-(quinolin-5-yl)-5-(trifluoromethyl)-1H-pyrazole-4-carboxamido)pyridin-2-yl)-1H-1,2,3-triazole-4-carboxylic acid